FC=1C=CC=C2\C(\CCOC12)=N/O (Z)-8-fluorochroman-4-one oxime